C(#N)C1(CC1)CN1N=CC(=C1)C1=CC=CC(=N1)C(=O)NC=1C(=NC=C(C1)N1C[C@@H](N(CC1)C1COC1)C)C(F)(F)F (S)-6-(1-((1-cyanocyclopropyl)methyl)-1H-pyrazol-4-yl)-N-(5-(3-methyl-4-(oxetan-3-yl)piperazin-1-yl)-2-(trifluoromethyl)pyridin-3-yl)picolinamide